2H-dispiro[benzofuran-3,1'-cyclohexane-4',2''-[1,3]dioxolane] O1C2(OCC1)CCC1(CC2)COC2=C1C=CC=C2